Benzyl α-chloroacrylat ClC(C(=O)OCC1=CC=CC=C1)=C